tert-butyl((4-(pyrazin-2-yl)piperidin-4-yl)methyl)carbamate C(C)(C)(C)OC(NCC1(CCNCC1)C1=NC=CN=C1)=O